tert-butyl (R)-3-(2-(5-acrylamidothiophene-3-carboxamido)-7-methyl-1H-benzo[d]imidazol-1-yl)azepane-1-carboxylate C(C=C)(=O)NC1=CC(=CS1)C(=O)NC1=NC2=C(N1[C@H]1CN(CCCC1)C(=O)OC(C)(C)C)C(=CC=C2)C